ClC=1C=C(C(=O)NC2=NC=C(C=C2)C2(CCC2)C2=NC3=C(N2)C=CC=C3OC)C=CC1 3-chloro-N-{5-[1-(4-methoxy-1H-benzimidazol-2-yl)cyclobutyl]pyridin-2-yl}benzamide